C(O)([O-])=O.[Ni+2].C(O)([O-])=O nickel hydrogencarbonate